N-cyclopropyl-3-[[5-[2,6-dichloro-4-[6-(difluoromethyl)-3,5-dioxo-1,2,4-triazin-2-yl]phenoxy]-2-methoxy-phenyl]sulfonylamino]cyclobutanecarboxamide C1(CC1)NC(=O)C1CC(C1)NS(=O)(=O)C1=C(C=CC(=C1)OC1=C(C=C(C=C1Cl)N1N=C(C(NC1=O)=O)C(F)F)Cl)OC